COS(=O)(=O)[O-].C(CCCCCCCCCCCCCCCCC)(=O)OCC[N+](C)(CCO)CCOC(CCCCCCCCCCCCCCCCC)=O N,N-bis(Stearoyl-oxyethyl)-N-(2-hydroxyethyl)-N-methyl-ammonium methyl-sulfate